1-tert-butyl 3-ethyl (2R)-2-methyl-4-oxopyrrolidine-1,3-dicarboxylate C[C@H]1N(CC(C1C(=O)OCC)=O)C(=O)OC(C)(C)C